ClC=1C=C(C=CC1)[C@@H]1[C@H](C1)C(=O)NC1=CC(=NC=N1)NCC=1N=C2N(C=C(C=C2N2CN(CC2=O)C(=O)OC(C)(C)C)C2CC2)C1 tert-butyl 3-(2-(((6-((1S,2S)-2-(3-chlorophenyl)cyclopropane-1-carboxamido)pyrimidin-4-yl)amino)methyl)-6-cyclopropylimidazo[1,2-a]pyridin-8-yl)-4-oxoimidazolidine-1-carboxylate